C(CCCCCCCCCCC(=O)OCC1=CC=CC=C1)(=O)OCC1=CC=CC=C1 dibenzyl dodecanedioate